C(C1=CC=CC=C1)(=O)OCCCCCCCCCCCCCC Tetradecyl Benzoate